BrC1=NC=C(C=C1C)\C=C\C1=NN(C=C1)C (E)-2-bromo-3-methyl-5-(2-(1-methyl-1H-pyrazol-3-yl)vinyl)pyridine